FC1=CC=C(C=C1)C1=NOC(=C1C1=CC=NC=C1)CC(=O)N1CCNCC1 2-[3-(4-fluorophenyl)-4-(pyridin-4-yl)-1,2-oxazol-5-yl]Acetyl-piperazine